((2R,3R,4S,5R)-4-acetoxy-5-(2-amino-7-(2,2-difluoroethyl)-8-oxo-7,8-dihydro-9H-purin-9-yl)-3-fluorotetrahydrofuran-2-yl)methylacetat C(C)(=O)O[C@@H]1[C@@H]([C@H](O[C@H]1N1C2=NC(=NC=C2N(C1=O)CC(F)F)N)COC(C)=O)F